3-(4-chlorophenyl)-N-(1-hydroxy-2-methyl-propan-2-yl)-5-(2-propan-2-yl-pyrazol-3-yl)-benzamide ClC1=CC=C(C=C1)C=1C=C(C(=O)NC(CO)(C)C)C=C(C1)C=1N(N=CC1)C(C)C